1,6-dihydro-2-methyl-6-oxo-[3,4'-bipyridine]-5-carbonitrile CC=1NC(C(=CC1C1=CC=NC=C1)C#N)=O